1,3-dicyclopentylimidazolium bicarbonate C([O-])(O)=O.C1(CCCC1)N1C=[N+](C=C1)C1CCCC1